C1(CC1)C[C@H]([C@H](CC=C)C)S(=O)(=O)N(CC1=CC=C(C=C1)OC)CC1=CC=C(C=C1)OC (2R,3S)-1-CYCLOPROPYL-N,N-BIS(4-METHOXYBENZYL)-3-METHYL-5-HEXENE-2-SULFONAMIDE